C(C1=CC=CC=C1)N1C[C@H](CC(C1)F)NC1=C2C(=NC=3C=C(C(=CC13)OC)OC)CCC2 |r| (SR)-1-benzyl-N-[6,7-dimethoxy-1H,2H,3H-cyclopenta[b]quinolin-9-yl]-5-fluoropiperidin-3-amine